N(=[N+]=[N-])C(C)(C)C1=CN=C(C2=CN=C(C=C12)Cl)OC1CN(C1)C(=O)[C@@H]1[C@@H](C1)F (3-((4-(2-Azidopropan-2-yl)-6-chloro-2,7-naphthyridin-1-yl)oxy)azetidin-1-yl)((1R,2R)-2-fluorocyclopropyl)methanone